CC1=CC(=NC(=C1)COC1=CC2=CC=CC=C2C=C1)C(=O)O 4-Methyl-6-((naphthalen-2-yloxy)methyl)picolinic acid